OC1(CCC1)C1=NC=C(C=N1)O 2-(1-hydroxycyclobutyl)pyrimidin-5-ol